1,5-diazabicyclo[4.3.0]non-5-ene tetraphenyl-borate C1(=CC=CC=C1)[B-](C1=CC=CC=C1)(C1=CC=CC=C1)C1=CC=CC=C1.N12CCCN=C2CCC1